FC1CN(CCC1N(S(=O)(=O)C)CC(=O)NCC(NCC#C)=O)[C@H](C)C1=CC=CC2=CC=CC=C12 2-(N-(3-fluoro-1-((R)-1-(naphthalen-1-yl)ethyl)piperidin-4-yl)methylsulfonamido)-N-(2-oxo-2-(prop-2-yn-1-ylamino)ethyl)acetamide